Cl.FC(F)(F)C=1C(=NC=CN1)N (trifluoromethyl)pyrazin-2-amine hydrochloride